8-(4-chlorophenyl)-9-(4-(4-(dimethoxymethyl)piperidin-1-yl)phenyl)-6,7-dihydro-5H-benzo[7]annulene-3-carboxylic acid ClC1=CC=C(C=C1)C=1CCCC2=C(C1C1=CC=C(C=C1)N1CCC(CC1)C(OC)OC)C=CC(=C2)C(=O)O